N-(3-(2'-fluoro-[1,1'-biphenyl]-4-yl)propyl)-2-methylthiazole-5-carboxamide FC1=C(C=CC=C1)C1=CC=C(C=C1)CCCNC(=O)C1=CN=C(S1)C